C(C)(C)C1C(=NOC1C(=O)N)C1=NC=CC2=CC=CC=C12 isopropyl-3-(isoquinolin-1-yl)-4,5-dihydroisooxazole-5-carboxamide